[Ni].[Rh] rhodium-nickel